C1(CC1)OC1=CC(=NC2=CC=C(C=C12)N1CC(C1)\C=C\C=1C(=NOC1C1CC1)C=1C(=NC=CC1)C(F)(F)F)C(=O)O (E)-4-cyclopropoxy-6-(3-(2-(5-cyclopropyl-3-(2-(trifluoromethyl)pyridin-3-yl)isoxazol-4-yl)vinyl)azetidin-1-yl)quinoline-2-carboxylic acid